triethanolaminine acetate C(C)(=O)[O-].N12[C@@](C3(C(CC[N+](C)(C)C)CC3)CC2)(C(=O)O)CC1